[K+].OCCN(CC(=O)[O-])CCO bis(2-hydroxyethyl)glycine potassium salt